C(C)(C)(C1=CC=CC=C1)OC(C)(C)C1=CC=CC=C1 Cumyl ether